ethyl (S)-3-amino-3-(2'-fluoro-3'-methoxybiphenyl-3-yl)propanoate N[C@@H](CC(=O)OCC)C=1C=C(C=CC1)C1=C(C(=CC=C1)OC)F